3-(methylsulfonamido)piperidine-1-carboxylate CS(=O)(=O)NC1CN(CCC1)C(=O)[O-]